COC1=CC=C(C=C1)[C@H]1[C@@H](CN(C1)C(=O)OC(C)(C)C)COS(=O)(=O)C |r| (+/-)-trans-tert-butyl 4-(4-methoxyphenyl)-3-{[(methylsulfonyl)oxy]methyl}pyrrolidine-1-carboxylate